3-[4-(2,7-diazaspiro[3.5]non-2-ylmethyl)-3-methyl-2-oxo-benzoimidazol-1-yl]piperidine-2,6-dione C1N(CC12CCNCC2)CC2=CC=CC=1N(C(N(C12)C)=O)C1C(NC(CC1)=O)=O